S1C2=C(C=C1C(=O)NC=1C=C(C=CC1)NC(=O)C1=CC3=C(OCCO3)C=C1)C=CC=C2 N-(3-(BENZO[B]THIOPHENE-2-CARBOXAMIDO)-PHENYL)-2,3-DIHYDROBENZO[B][1,4]DIOXINE-6-CARBOXAMIDE